Fluorosulfuryl Azide FS(=O)(=O)N=[N+]=[N-]